2-Chloro-5-[3,6-dihydro-3-methyl-2,6-dioxo-4-(trifluoromethyl)-1(2H)-pyrimidinyl]-4-fluoro-N-[[methyl(1-methylethyl)amino]sulfonyl]benzamide ClC1=C(C(=O)NS(=O)(=O)N(C(C)C)C)C=C(C(=C1)F)N1C(N(C(=CC1=O)C(F)(F)F)C)=O